C(C=C)(=O)N1C(CN(CC1)C=1N=C2C(=NC1)NC=C2C(=O)N[C@@H](COC)C)(C)C |r| Racemic-2-(4-acryloyl-3,3-di-methylpiperazin-1-yl)-N-(1-methoxypropan-2-yl)-5H-pyrrolo[2,3-b]pyrazine-7-carboxamide